ClC1=C(N(N=C1)CC)CSC=1NC(C2=C(N1)CCC2)=O 2-{[(4-chloro-2-ethylpyrazol-3-yl)methyl]sulfanyl}-3H,5H,6H,7H-cyclopenta[d]pyrimidin-4-one